C(C)(=O)OC1C(OCCC1)N1N=NC(=C1)C1=CC(=C(C(=C1)F)F)F (4-(3,4,5-trifluorophenyl)-1H-1,2,3-triazol-1-yl)tetrahydro-2H-pyran-3-yl acetate